N-(3-carbamoyl-4-fluorophenyl)-4-methoxy-2-(oxan-4-ylmethyl)indazole-3-carboxamide C(N)(=O)C=1C=C(C=CC1F)NC(=O)C=1N(N=C2C=CC=C(C12)OC)CC1CCOCC1